CC(C(=O)OCN1C=NC=2C1=NC(=CC2)Cl)(C)C (5-chloroimidazo[4,5-b]pyridin-3-yl)methyl 2,2-dimethylpropanoate